(4-oxazolo[4,5-b]pyridin-2-ylpiperazin-1-yl)-(2-phenyl-1,3-benzoxazol-6-yl)methanone O1C(=NC2=NC=CC=C21)N2CCN(CC2)C(=O)C2=CC1=C(N=C(O1)C1=CC=CC=C1)C=C2